benzoyl peroxide silicon [Si].C(C1=CC=CC=C1)(=O)OOC(C1=CC=CC=C1)=O